ClC1=C(C=CC=C1)CCC(C)N 4-(2-chlorophenyl)-butan-2-amine